3-cyclohexylaminopropyl-trimethoxysilane C1(CCCCC1)NCCC[Si](OC)(OC)OC